COC1CC2CCC(C(CC1)C2=C)(C)C (+-)-3ENDO-METHOXY-7,7-DIMETHYL-10-METHYLENE-BICYCLO[4.3.1]DECANE